CC1=C(OC2=CC=C3N=C4CCCCC4=C(C3=C2)N)C=CC=C1 7-(2-methylphenoxy)-1,2,3,4-tetrahydroacridine-9-amine